C1(CCC1)N1C(C(N(CC1)CC=1N=NC(=CC1)C1=CN=CS1)=O)=O 1-cyclobutyl-4-((6-(thiazol-5-yl)pyridazin-3-yl)methyl)piperazine-2,3-dione